Cl.C1(=CC=CC=C1)CCCCNO N-(4-phenylbutyl)hydroxylamine hydrochloride